NCCNCCC[Si](OCC)(OCC)OCC N-2-aminoethyl-3-aminopropyl-triethoxysilane